tert-butyl ((1R,2S)-2-(((1-(6-methoxy-5-methylpyridin-3-yl)-4,5,7,8-tetrahydro-1H-oxepino[4,5-c]pyrazol-3-yl)oxy)methyl)cyclopropyl)carbamate COC1=C(C=C(C=N1)N1N=C(C2=C1CCOCC2)OC[C@@H]2[C@@H](C2)NC(OC(C)(C)C)=O)C